(1R,2S)-2-tetrahydropyran-4-ylcyclopropylamine HCl salt Cl.O1CCC(CC1)[C@H]1[C@@H](C1)N